5-(8-(3-ethynyl-3-methylpyrrolidin-1-yl)imidazo[1,2-b]pyridazin-6-yl)pyrimidine-2,4(1H,3H)-dione C(#C)C1(CN(CC1)C=1C=2N(N=C(C1)C=1C(NC(NC1)=O)=O)C=CN2)C